C(C1=CC=CC=C1)OC1(C2=NN=C(C3=C(C=C(C(NC(CC=CCC1)C(=O)O)=N3)C(F)(F)F)NC(=O)OC(C)(C)C)O2)C(F)(F)F 6-benzyloxy-17-(tert-Butoxycarbonylamino)-6,15-bis(trifluoromethyl)-19-oxa-3,4,13,18-tetraazatricyclo[12.3.1.12,5]nonadeca-1(17),2,4,9,14(18),15-hexa-ene-12-carboxylic acid